C1(=CCCCC1)C=1C(=NN(C1N)CC1=CC=C(C=C1)OC)C1=CC=CC=C1 4-(cyclohex-1-en-1-yl)-1-(4-methoxybenzyl)-3-phenyl-1H-pyrazol-5-amine